C(C#C)NC(=O)C1=CC=C(C=C1)C1=CC=CC=C1 N-(prop-2-yn-1-yl)-[1,1'-biphenyl]-4-carboxamide